NC=1C2=C(N=CN1)N(C=C2)[C@@H]2C[C@]([C@@H]1[C@H]2OC(O1)(C)C)(C)CCC1=CC=C2C=C(C(=NC2=C1)NC(OCCCCC)=O)Cl pentyl (7-(2-((3aR,4S,6R,6aS)-6-(4-amino-7H-pyrrolo[2,3-d]pyrimidin-7-yl)-2,2,4-trimethyltetrahydro-4H-cyclopenta[d][1,3]dioxol-4-yl)ethyl)-3-chloroquinolin-2-yl)carbamate